1-((3S,4R)-3-(hydroxymethyl)-4-((4-(4-(trifluoromethyl)phenyl)phthalazin-1-yl)amino)pyrrolidin-1-yl)prop-2-en-1-one OC[C@H]1CN(C[C@@H]1NC1=NN=C(C2=CC=CC=C12)C1=CC=C(C=C1)C(F)(F)F)C(C=C)=O